(4R)-ethyl 4-((tert-butoxycarbonyl)amino)-5-(4-hydroxyphenyl)-2-methylpentanoate C(C)(C)(C)OC(=O)N[C@H](CC(C(=O)OCC)C)CC1=CC=C(C=C1)O